Cl.CN1N=CC(=C1)C1=NC=2C(=NC=CC2C=2C=C3CCCC(C3=CC2)N)N1 6-[2-(1-Methyl-1H-pyrazol-4-yl)-3H-imidazo[4,5-b]pyridin-7-yl]-1,2,3,4-tetrahydro-naphthalen-1-ylamine hydrochloride